(2-(4-bromo-2-(tert-butyl-thio)-5-nitrophenoxy)ethoxy)triisopropylsilane BrC1=CC(=C(OCCO[Si](C(C)C)(C(C)C)C(C)C)C=C1[N+](=O)[O-])SC(C)(C)C